ClC1=C2C(=NC=C1CCC)NC=C2 3-(4-chloro-1H-pyrrolo[2,3-b]pyridin-5-yl)propane